(4-bromoindoline-1-carbonyl)-2-hydroxybenzaldehyde BrC1=C2CCN(C2=CC=C1)C(=O)C=1C(=C(C=O)C=CC1)O